C(#C)[C@@H]1N([C@@H]2C[C@@H]2C1)C(=O)OC(C)(C)C tert-Butyl (1R,3R,5R)-3-ethynyl-2-azabicyclo[3.1.0]hexane-2-carboxylate